1,3-Dimethylpentanamine CC(CC(CC)C)N